N[C@H](CC(=O)OCC1=CC=CC=C1)C(=O)N[C@H](C(=O)OC)C benzyl (3R)-3-amino-4-[[(1S)-2-methoxy-1-methyl-2-oxo-ethyl]amino]-4-oxo-butanoate